4-(2-Amino-5-(1-(1,1-dioxidotetrahydrothiophen-3-yl)-1H-pyrazol-4-yl)-4-oxo-4,7-dihydro-3H-pyrrolo[2,3-d]pyrimidin-6-yl)-N,N-dimethylbenzenesulfonamide NC=1NC(C2=C(N1)NC(=C2C=2C=NN(C2)C2CS(CC2)(=O)=O)C2=CC=C(C=C2)S(=O)(=O)N(C)C)=O